The molecule is a dihydroxyflavanone that is (2S)-flavanone substituted by hydroxy groups at position 7 and 4' and a geranyl group at position 8. It has a role as a plant metabolite. It is a dihydroxyflavanone and a member of 4'-hydroxyflavanones. It derives from a (2S)-flavanone. CC(=CCC/C(=C/CC1=C(C=CC2=C1O[C@@H](CC2=O)C3=CC=C(C=C3)O)O)/C)C